C1(=CC=CC2=CC=CC=C12)COC=1C(=NC=CC1)N 3-(1-Naphthylmethoxy)pyridin-2-amine